1,3,5-Triphenyl-formazan C1(=CC=CC=C1)N=NC(=NNC1=CC=CC=C1)C1=CC=CC=C1